5-Heptacosenoic acid C(CCCC=CCCCCCCCCCCCCCCCCCCCCC)(=O)O